2-((2r,5s)-4-(6-cyano-1-methyl-2-oxo-1,2-dihydropyrido[3,2-d]pyrimidin-4-yl)-2-ethyl-5-methylpiperazin-1-yl)-2-(4-(trifluoromethyl)phenyl)-N-(3,3,3-trifluoropropyl)acetamide C(#N)C=1C=CC=2N(C(N=C(C2N1)N1C[C@H](N(C[C@@H]1C)C(C(=O)NCCC(F)(F)F)C1=CC=C(C=C1)C(F)(F)F)CC)=O)C